N1C=C(C2=CC=CC=C12)CC(CCCC)NC(=O)C1=CC2=C(S1)C=CC(=C2)N2CCN(CC2)C N-(1-(1H-indol-3-yl)hexane-2-yl)-5-(4-methylpiperazine-1-yl)benzo[b]thiophene-2-carboxamide